1,1-diphenoxybenzene O(C1=CC=CC=C1)C1(CC=CC=C1)OC1=CC=CC=C1